FC1(CC2(CN(C2)C=2OC(=C(N2)C(=O)NC2=CC(=C(C=C2)N2CCCCC2)F)COC)C1)F 2-{6,6-difluoro-2-azaspiro[3.3]heptan-2-yl}-N-[3-fluoro-4-(piperidin-1-yl)phenyl]-5-(methoxymethyl)oxazole-4-carboxamide